9-hydroxy-5Z,7E,11Z,14Z-eicosatetraenoic acid CCCCC/C=C\C/C=C\CC(/C=C/C=C\CCCC(=O)O)O